CN(C(CCC(C(=O)OC)C)=O)C methyl 5-(dimethylamino)-2-methyl-5-oxopentanoate